[Si](C)(C)(C(C)(C)C)OC1CCC(CC1)N1C(C(=CC=C1)C(=O)OC)=O methyl 1-((1r,4r)-4-((tert-butyldimethylsilyl)oxy)cyclohexyl)-2-oxo-1,2-dihydropyridine-3-carboxylate